(dl-1,3-dimethylcyclopentadienyl)zirconium dichloride [Cl-].[Cl-].CC1(C=C(C=C1)C)[Zr+2]